monoglycidylether C(C1CO1)OCC1CO1